2-cyclopentyl-4-(2-fluorophenyl)nicotinic acid C1(CCCC1)C1=C(C(=O)O)C(=CC=N1)C1=C(C=CC=C1)F